1-butyl-1-ethylpyrrolidinium di-benzyl-(chloromethyl)phosphonate C(C1=CC=CC=C1)OP(OCC1=CC=CC=C1)(=O)CCl.C(CCC)[N+]1(CCCC1)CC